tetracyclo-[8.2.1.1(8,11).0(2,7)]tetradeca-2,4,6-triene-10,11-diamine C12C3=CC=CC=C3C3CC(C(C1)(C3)N)(C2)N